(R)-3-((8-(trifluoromethyl)quinolin-6-yl)amino)pyrrolidine-1-carboxylic acid tert-butyl ester C(C)(C)(C)OC(=O)N1C[C@@H](CC1)NC=1C=C2C=CC=NC2=C(C1)C(F)(F)F